2-bromo-N,N-dimethyl-acetamide BrCC(=O)N(C)C